CC1=C(C(=O)O)C=C(C(=C1)[N+](=O)[O-])[N+](=O)[O-] 2-methyl-4,5-dinitrobenzoic acid